C(C)(=O)N1C(\C(\C2=CC=C(C=C12)C(=O)OC)=C(\C1=CC=CC=C1)/NC1=CC=C(C=C1)C(=O)OC(C)(C)C)=O (Z)-Methyl 1-acetyl-3-(((4-(tert-butoxycarbonyl)phenyl)amino)(phenyl)methylene)-2-oxoindoline-6-carboxylate